(trans)-N1-(2-iodo-3-((trifluoromethyl)thio)pyrazolo[1,5-a]pyridin-7-yl)-N4,N4-dimethylcyclohexane-1,4-diamine IC1=NN2C(C=CC=C2N[C@@H]2CC[C@H](CC2)N(C)C)=C1SC(F)(F)F